(3S)-3-amino-5,5,7-trifluoro-1-[[4-(5-methoxy-2-pyridyl)phenyl]methyl]-8-[5-(1-methyl-1-methylsulfonyl-ethyl)-1,3,4-oxadiazol-2-yl]-3,4-dihydro-1-benzazepin-2-one N[C@@H]1C(N(C2=C(C(C1)(F)F)C=C(C(=C2)C=2OC(=NN2)C(C)(S(=O)(=O)C)C)F)CC2=CC=C(C=C2)C2=NC=C(C=C2)OC)=O